3-((1E,4Z)-2-Nitrohexa-1,4-dien-1-yl)-1H-indole [N+](=O)([O-])/C(=C/C1=CNC2=CC=CC=C12)/C\C=C/C